C(C1=CC=CC=C1)N1C=CC2=CC=C(C=C12)C1=NNC(=C1)NC(C1=C(C=C(C=C1)NC1CCN(CC1)C)F)=O N-(3-(1-benzyl-1H-indol-6-yl)-1H-pyrazol-5-yl)-2-fluoro-4-((1-methylpiperidin-4-yl)amino)benzamide